2-Amino-7-fluoro-4-(5-fluoro-3-((1-((4-methylpiperazin-1-yl)methyl)cyclopropyl)methoxy)-7,9-dihydrofuro[3,4-f]quinazolin-6-yl)thieno[3,2-c]pyridine-3-carbonitrile NC1=C(C=2C(=NC=C(C2S1)F)C=1C2=C(C=3C=NC(=NC3C1F)OCC1(CC1)CN1CCN(CC1)C)COC2)C#N